CC1=CSC=2C1=NN(C2C(=C)C)C2OCCCC2 6-Methyl-3-(prop-1-en-2-yl)-2-(tetrahydro-2H-pyran-2-yl)-2H-thieno[3,2-c]pyrazole